FC1=CC(=C(C=C1C1=NC(=NC=C1)N1C[C@H](OCC1)C)NC(=O)C1=CN(C(C=C1C(F)(F)F)=O)C)N1C[C@@H](N([C@@H](C1)C)C)C N-[4-fluoro-5-[2-[(2R)-2-methylmorpholin-4-yl]pyrimidin-4-yl]-2-[(3S,5R)-3,4,5-trimethylpiperazin-1-yl]phenyl]-1-methyl-6-oxo-4-(trifluoromethyl)pyridine-3-carboxamide